C(C=C)(=O)OCC[N+](CCCS(=O)(=O)[O-])(C)C.FC=1C(=C(C(=C(C1)OB([O-])[O-])F)F)F.C[NH+](C1=CC=CC=C1)C.C[NH+](C)C1=CC=CC=C1 dimethylphenylammonium (tetrafluorophenyl)borate 3-[[2-(acryloyloxy)ethyl](dimethyl)ammonio]-1-propanesulfonate